FC(C=1N=C2N(CC3=CC(=CC=C23)C(=O)OC)C1)(F)F methyl 2-(trifluoromethyl)-5H-imidazo[2,1-a]isoindole-7-carboxylate